[K+].OC(C)(C)C1=CC=CC(=N1)C(=O)[O-] 6-(2-Hydroxy-prop-2-yl)pyridine-2-carboxylic acid potassium salt